C(N)(=O)C1=NC(=NC=C1)N1CCCCC1 1-(4-carbamoyl-pyrimidin-2-yl)piperidine